7-(8-chloronaphthalen-1-yl)-8-fluoro-2-(((2R,7aS)-2-fluorohexahydro-1H-pyrrolizin-7a-yl)methoxy)-N-methyl-N-((R)-piperidin-3-yl)pyrido[4,3-d]pyrimidin-4-amine ClC=1C=CC=C2C=CC=C(C12)C1=C(C=2N=C(N=C(C2C=N1)N([C@H]1CNCCC1)C)OC[C@]12CCCN2C[C@@H](C1)F)F